ClC=1C=C(C=CC1Cl)N1CCN(CC1)C(CCN1C=NC2=C(NC=3C=C(C=CC23)C)C1=O)=O 3-(3-(4-(3,4-dichlorophenyl)piperazin-1-yl)-3-oxopropyl)-7-methyl-3,5-dihydro-4H-pyrimido[5,4-b]indol-4-one